C(C=1C=C(C=C(C1)C([2H])([2H])[2H])C1=NC(=NC(=N1)Cl)C1=CC=2C3=CC=CC=C3C3=CC=CC=C3C2C=C1)([2H])([2H])[2H] 2-(3,5-bis(methyl-d3)phenyl)-4-chloro-6-(triphenylen-2-yl)-1,3,5-triazine